2-(1-(4-Amino-3-(3-methyl-1H-indazol-6-yl)-1H-pyrazolo[3,4-d]pyrimidin-1-yl)ethyl)-6-Fluoro-3-phenyl-4H-chromen-4-one NC1=C2C(=NC=N1)N(N=C2C2=CC=C1C(=NNC1=C2)C)C(C)C=2OC1=CC=C(C=C1C(C2C2=CC=CC=C2)=O)F